ethyl 5-bromo-5-phenylpentanoate BrC(CCCC(=O)OCC)C1=CC=CC=C1